C=1N=CN2C1C1=CC=CC=C1[C@H]2C2C[C@@H](C1=C(N=CS1)C2)O (6S,7S)-5-((R)-5H-Imidazo[5,1-a]isoindol-5-yl)-4,5,6,7-tetrahydrobenzo[d]thiazol-7-ol